C1(=CC=CC=C1)C=1N=C(OC1C1=CC=CC=C1)CCC(=O)OC methyl 3-(4,5-diphenyl-oxazol-2-yl)propanoate